ClC1=CC(=C(C=C1)C1=NC(=NC2=C1N=C(N(C2=O)C)C)[C@@H]2CC(O[C@@H](C2)C=2C=NN(C2)C)(C)C)F 8-(4-chloro-2-fluorophenyl)-6-((4S,6S)-2,2-dimethyl-6-(1-methyl-1H-pyrazol-4-yl)tetrahydro-2H-pyran-4-yl)-2,3-dimethylpyrimido[5,4-d]pyrimidin-4(3H)-one